COC=1C=C(C=CC1OC)C=1NC2=CC(=C(C=C2C1CC)N1CCN(CC1)C1CCN(CC1)C(C)C)C(C)C 2-(3,4-dimethoxyphenyl)-3-ethyl-6-isopropyl-5-(4-(1-isopropylpiperidin-4-yl)piperazin-1-yl)-1H-indole